COC=1C(=CC2=CC=C(C=C2C1)OC)C=1N=NN(C1)C=1C=C2CN(C(C2=CC1)=O)N1C(CCCC1=O)=O 5-[4-(3,6-dimethoxynaphthalen-2-yl)-1,2,3-triazol-1-yl]-1-oxo-3H-isoindol-2-ylpiperidine-2,6-dione